[Si](C)(C)(C(C)(C)C)OC=1C=C2C(=NN(C2=CC1)C1OCCCC1)C=1C=NN(C1)[C@H](COCCOC[C@H](C)CS(=O)(=O)[O-])C [(1S)-2-[2-[(2S)-2-[4-[5-[tert-butyl(dimethyl)silyl] oxy-1-tetrahydropyran-2-yl-indazol-3-yl]pyrazol-1-yl]propoxy]ethoxy]-1-methyl-ethyl]methanesulfonate